4-((4-cyclopropyl-2-(N-methylmethylsulfonamido)phenyl)amino)-6-((6-fluoropyridin-2-yl)amino)-N-methoxynicotinamide C1(CC1)C1=CC(=C(C=C1)NC1=CC(=NC=C1C(=O)NOC)NC1=NC(=CC=C1)F)N(S(=O)(=O)C)C